C(C)OC=1C=C(C=CC1C=1NC(C2=C(N1)NN=N2)=O)C2=CC(=CC(=C2)OCOC)OCOC 5-(3-ethoxy-3',5'-bis(methoxymethoxy)-[1,1'-biphenyl]-4-yl)-3,6-dihydro-7H-[1,2,3]triazolo[4,5-d]pyrimidin-7-one